FCCNC1=C2C(=NC(=C1)C)N(C=N2)[C@H]2[C@@H]([C@@H]([C@@H]1C[C@H]21)O)O (1R,2R,3S,4R,5S)-4-(7-((2-fluoroethyl)amino)-5-methyl-3H-imidazo[4,5-b]pyridin-3-yl)bicyclo[3.1.0]hexane-2,3-diol